(E)-5-((6-(2-(5-Cyclopropyl-3-(2-(trifluoromethyl)phenyl)isoxazol-4-yl)vinyl)spiro[3.3]heptan-2-yl)methoxy)-3-isopropoxypicolinonitrile C1(CC1)C1=C(C(=NO1)C1=C(C=CC=C1)C(F)(F)F)/C=C/C1CC2(CC(C2)COC=2C=C(C(=NC2)C#N)OC(C)C)C1